ClC=1C=C2C=C(NC2=CC1OC)CN (5-chloro-6-methoxy-1H-indol-2-yl)methanamine